C(C)C=1C=CC(=NC1)CCOC=1C=C(C=C2CCN(C(C12)=O)CC1=CC(=CC(=C1)NC(C(F)(F)F)=O)C(F)(F)F)OC 8-[2-(5-Ethylpyridin-2-yl)ethoxy]-6-methoxy-2-[3-trifluoromethyl-5-(2,2,2-trifluoroacetamido)-benzyl]-3,4-dihydroisoquinolin-1(2H)-one